(S)-3-(1-amino-1,3-dihydrospiro[inden-2,4'-piperidin]-1'-yl)-6-((3-chloro-2-methoxypyridin-4-yl)thio)pyrazine-2-carboxamide N[C@@H]1C2=CC=CC=C2CC12CCN(CC2)C=2C(=NC(=CN2)SC2=C(C(=NC=C2)OC)Cl)C(=O)N